CN1C(=CC=C1)B(O)O 1-METHYL-1H-PYRROL-2-YL-BORONIC ACID